(R)-4-(2-amino-4-((1-hydroxyhexane-2-yl)amino)pyrido[3,2-d]pyrimidin-7-yl)-1-(1-methylpiperidin-4-yl)pyridin-2(1H)-one NC=1N=C(C2=C(N1)C=C(C=N2)C2=CC(N(C=C2)C2CCN(CC2)C)=O)N[C@@H](CO)CCCC